NC=1N=NNC1.[Al] aluminum aminotriazole